C(CCCCCCCCCCC)(=O)N[C@@H](CS)C(=O)O.[Na] Sodium Dodecanoyl-Cysteine